C1(CCCCC1)NC(=O)C=1C(N=C2C=CC=CC12)C1=CC=C(C=C1)C N-cyclohexyl-2-(p-tolyl)-2H-indole-3-carboxamide